1-hexyl-3-methylpyrrolidinium fluoride salt [F-].C(CCCCC)[NH+]1CC(CC1)C